FC1=C(C(=O)N([C@H]2CNCCC2)C2=NC=CC3=C2C(=CS3)C)C=CC(=C1)C=1OC(=NN1)C (R)-2-fluoro-4-(5-methyl-1,3,4-oxadiazol-2-yl)-N-(3-methylthieno[3,2-c]pyridin-4-yl)-N-(piperidin-3-yl)benzamide